OCC(C)(C)NC(O[C@@H]1CC[C@H](CC1)C(N(C[C@@H]1CC[C@H](CC1)C1=NC(=C(C=C1)OC)C)C1=NC=CC(=C1)C=1N=C(OC1)C1CC1)=O)=O trans-4-((4-(2-Cyclopropyloxazol-4-yl) pyridin-2-yl)((trans-4-(5-methoxy-6-methylpyridin-2-yl)cyclohexyl)methyl) carbamoyl)cyclohexyl (1-hydroxy-2-methylpropan-2-yl)carbamate